leucylaspartate N[C@@H](CC(C)C)C(=O)N[C@@H](CC(=O)[O-])C(=O)[O-]